CC12OCCCC1=C(C(O2)=O)C2=CC=CC=C2 7a-Methyl-3-phenyl-5,6-dihydro-4H-furo[2,3-b]pyran-2(7aH)-one